OC1=C2CCOC2=CC=C1C1=C(N=C(N=N1)N[C@H]1CN(CCC1)CCCC(=O)O)C 4-[(3R)-3-[[6-(4-hydroxycoumaran-5-yl)-5-methyl-1,2,4-triazin-3-yl]amino]piperidino]butyric acid